[Na+].COC1=C(C=CC(=C1)[N+](=O)[O-])N1NC(=NN1C1=CC=C(C=C1)[N+](=O)[O-])C1=C(C=C(C=C1)S(=O)(=O)[O-])S(=O)(=O)[O-] 2-(2-methyloxy-4-nitrophenyl)-3-(4-nitrophenyl)-5-(2,4-disulfophenyl)-2H-tetrazole monosodium salt